CC1=CC=C(C=C1)S(=O)(=O)OOC1=C(C=C(C=C1)[N+](=O)[O-])OCCOCCOS(=O)(=O)CC1=CC=CC=C1 4-(4-nitro-2-(2-(2-(toluenesulfonyloxy)ethoxy)ethoxy)phenoxy) 4-Toluenesulfonate